C(C)(=O)OC1=CCC(C2=CC=CC=C12)(O)C 4-methyl-4-hydroxy-1-naphthol acetate